(1R,5S)-tert-butyl 3-(4-chloro-2-fluorophenyl)-3,6-diazabicyclo[3.2.0]heptane-6-carboxylate ClC1=CC(=C(C=C1)N1C[C@@H]2CN([C@@H]2C1)C(=O)OC(C)(C)C)F